N1(NN=NN=N1)P(=O)=C(O)C[N+](C)(C)C hexazinyl-phosphorylcholine